CC1N(CCC2(C1)OCCC1=C2SC(=C1C(=O)O)C(F)(F)F)CC=1N=NN(C1)CCS(=O)(=O)C 2'-methyl-1'-[[1-(2-methylsulfonylethyl)triazol-4-yl]methyl]-2-(trifluoromethyl)spiro[4,5-dihydrothieno[2,3-c]pyran-7,4'-piperidine]-3-carboxylic acid